rel-7-(2,3-dichloro-6-hydroxyphenyl)-octahydropyrido[1,2-a]Pyrazin-4-one ClC1=C(C(=CC=C1Cl)O)C1CCC2N(C(CNC2)=O)C1